C(=CC1=CC=CC=C1)S(=O)(=O)[O-] Styrenesulphonate